2,4-diaminobenzoic acid ethyl ester C(C)OC(C1=C(C=C(C=C1)N)N)=O